O=C(OCCCCC(=O)[O-])OCCCCNCCCCOC(OCCCCC(=O)[O-])=O 7,19-dioxo-6,8,18,20-tetraoxa-13-azapentacosandioate